3-({4-[3-(2,8,9-trioxa-5-aza-1-silabicyclo[3.3.3]undecane-1-yl)propoxy]benzyl}dimethylammonio)propane [Si]12(OCCN(CCO1)CCO2)CCCOC2=CC=C(C[N+](CCC)(C)C)C=C2